4-(oxetan-3-yloxy)-N-[(1R,3S)-3-([1,2,4]triazolo[4,3-a]pyridin-3-yl)cyclohexyl]-5-(2H-triazol-4-yl)pyrimidin-2-amine O1CC(C1)OC1=NC(=NC=C1C1=NNN=C1)N[C@H]1C[C@H](CCC1)C1=NN=C2N1C=CC=C2